methyl 4-(5-(4,4-difluoropiperidine-1-carbonyl)-1H-benzo[d][1,2,3]triazol-1-yl)benzoate FC1(CCN(CC1)C(=O)C1=CC2=C(N(N=N2)C2=CC=C(C(=O)OC)C=C2)C=C1)F